COC=1C=2N(C=C(C1)C=1C=NN(C1C)C1CN(C1)CC1(CNC1)C)N=CC2C#N 4-methoxy-6-(5-methyl-1-(1-((3-methylazetidin-3-yl)methyl)azetidin-3-yl)-1H-pyrazol-4-yl)pyrazolo[1,5-a]pyridine-3-carbonitrile